benzophenone-(methoxy-{1,1'-biphenyl}-3-yl) hydrazone COC1=C(C=CC=C1NN=C(C1=CC=CC=C1)C1=CC=CC=C1)C1=CC=CC=C1